C=1(O)C(O)=C(O)C(=CC1)C(=O)[O-] pyrogallolate